C(C)OCC1(CCCCC1)NC(=O)C1CN(C1)C1=CC(=C2C(C(=CN(C2=N1)C=1SC=CN1)C(=O)O)=O)C 7-(3-{[1-(ethoxymethyl)cyclohexyl]carbamoyl}azetidin-1-yl)-5-methyl-4-oxo-1-(1,3-thiazol-2-yl)-1,4-dihydro-1,8-naphthyridine-3-carboxylic acid